C(N)(OC1CCN(CC1)NC1=C2C(=NC=C1N)N(C=C2)S(=O)(=O)C2=CC=C(C)C=C2)=O (1-((5-amino-1-p-toluenesulfonyl-1H-pyrrolo[2,3-b]pyridin-4-yl) amino) piperidin-4-yl) carbamate